N-(3-{[(2R,4R)-6-chloro-4-hydroxy-3,4-dihydro-2H-1-benzopyran-2-carbonyl]amino}bicyclo[1.1.1]pentan-1-yl)-5-(trifluoromethoxy)pyridine-2-carboxamide ClC=1C=CC2=C([C@@H](C[C@@H](O2)C(=O)NC23CC(C2)(C3)NC(=O)C3=NC=C(C=C3)OC(F)(F)F)O)C1